methyl 4-amino-1-(1H-indol-4-yl)-2-oxo-7-(trifluoromethyl)-1,2-dihydroquinoline-3-carboxylate NC1=C(C(N(C2=CC(=CC=C12)C(F)(F)F)C1=C2C=CNC2=CC=C1)=O)C(=O)OC